2,3,4,6-tetra-O-acetyl-α-D-galactopyranosyl trichloroacetimidate ClC(C(O[C@@H]1[C@H](OC(C)=O)[C@@H](OC(C)=O)[C@@H](OC(C)=O)[C@H](O1)COC(C)=O)=N)(Cl)Cl